3-(6-methyl-2-pyridyl)-phenyl-4-(4-quinolyl)-1H-pyrazole-1-thioamide CC1=CC=CC(=N1)C=1C=C(C=CC1)C1=NN(C=C1C1=CC=NC2=CC=CC=C12)C(N)=S